(5S)-2-[(3-Chloropyridin-2-yl)methyl]-5-{[(3R,4S)-3,4-difluoropyrrolidin-1-yl]carbonyl}-5,6,7,8-tetrahydro[1,2,4]triazolo[4,3-a]pyridin-3(2H)-one ClC=1C(=NC=CC1)CN1N=C2N([C@@H](CCC2)C(=O)N2C[C@H]([C@H](C2)F)F)C1=O